1-benzyl-2,3-dimethylpyrrole C(C1=CC=CC=C1)N1C(=C(C=C1)C)C